COC1=CC=C(C(=O)C2=CC=C(C=C2)N(C)C)C=C1 4-methoxy-4'-dimethylamino-benzophenone